tert-butyl N-[(1S)-1-[(6-bromo-5-methyl-3-pyridyl)carbamoyl]-2,2-dicyclopropyl-ethyl]carbamate BrC1=C(C=C(C=N1)NC(=O)[C@H](C(C1CC1)C1CC1)NC(OC(C)(C)C)=O)C